C(C=C)(=O)N1CCN(C2=CC(=C(C=C12)C)C)C(C=C)=O 1,4-diacryloyl-1,2,3,4-tetrahydro-6,7-dimethyl-quinoxaline